C1(NCC12CCC2)N2CCN(CC2)C2=CC(=C(C(=O)N(C)C)C(=C2)F)F 4-(4-(2-azaspiro[3.3]heptan-1-yl)piperazin-1-yl)-2,6-difluoro-N,N-dimethylbenzamide